4-Ethyl-2,3-Dioxopiperazineformyl chloride C(C)N1C(C(N(CC1)C(=O)Cl)=O)=O